OC(C)(C)C1=CC=C(C=C1)CCCCC1=CC=CC=C1 1-(4-α-hydroxyisopropylphenyl)-4-phenylbutane